Tert-butyl (2-mercaptoethyl)carbamate SCCNC(OC(C)(C)C)=O